2-(4-((3-isopropyl-2-(8-methoxy-[1,2,4]triazolo[1,5-a]pyridin-6-yl)-1H-pyrrolo[3,2-b]pyridin-5-yl)oxy)piperidin-1-yl)-N,N-dimethylacetamide C(C)(C)C1=C(NC=2C1=NC(=CC2)OC2CCN(CC2)CC(=O)N(C)C)C=2C=C(C=1N(C2)N=CN1)OC